7-bromo-1,4-dimethyl-2-(3-(pyrrolidin-1-yl)propyl)-1H-imidazo[4,5-d]thieno[3,2-b]pyridine BrC1=CC2=NC(=C3C(=C2S1)N(C(=N3)CCCN3CCCC3)C)C